CS(=O)(=O)OC1=C(C=CC=C1)P(C1=C(C=CC=C1)OS(=O)(=O)C)N(C)P(C1=CC=C(C=C1)[Si](CCCC)(CCCC)CCCC)C1=CC=C(C=C1)[Si](CCCC)(CCCC)CCCC (((bis(4-(tributylsilyl)phenyl)phosphaneyl)(methyl)amino)phosphanediyl)bis(2,1-phenylene) dimethanesulfonate